ethanol-d4 C(C([2H])[2H])(O)([2H])[2H]